(1-cyanocyclopropyl)-4-[[2-(3-methoxyphenyl)acetyl]amino]pyridine-2-carboxamide C(#N)C1(CC1)C=1C(=NC=CC1NC(CC1=CC(=CC=C1)OC)=O)C(=O)N